3,4-dihydro-7-methyl-2H-1,5-benzoxazole CC=1C=NCC2CCOC21